4-Hydroxybenzaldehyd OC1=CC=C(C=O)C=C1